O1C(OCC1)C=1N2C=C(C=C2C=CC1)C(=O)OC methyl 5-(1,3-dioxolan-2-yl)indolizine-2-carboxylate